C(#N)C(NC(=O)[C@@H]1[C@H]2C([C@H]2CN1C([C@H](C(C)(C)C)NC(C(F)(F)F)=O)=O)(C)C)C1=CN=CC2=C(C=CC=C12)C(F)(F)F (1R,2S,5S)-N-[cyano-[8-(trifluoromethyl)-4-isoquinolyl]methyl]-3-[(2S)-3,3-dimethyl-2-[(2,2,2-trifluoroacetyl)amino]butanoyl]-6,6-dimethyl-3-azabicyclo[3.1.0]hexane-2-carboxamide